tert-butyl (3R,4R)-4-[6-amino-8-oxo-7-(4-phenoxyphenyl) purin-9-yl]-3-fluoro-[1,4'-bipiperidine]-1'-carboxylate NC1=C2N(C(N(C2=NC=N1)[C@H]1[C@@H](CN(CC1)C1CCN(CC1)C(=O)OC(C)(C)C)F)=O)C1=CC=C(C=C1)OC1=CC=CC=C1